N-((1H-pyrrolo[2,3-b]pyridin-6-yl)methyl)-2-amino-3-methyl-N-((5-(trifluoromethyl)pyridin-2-yl)methyl)quinoline-6-carboxamide N1C=CC=2C1=NC(=CC2)CN(C(=O)C=2C=C1C=C(C(=NC1=CC2)N)C)CC2=NC=C(C=C2)C(F)(F)F